FC1=CC=C(C=C1)C=1OC2=CC=CC=3C2=C(C1)C=CC3 2-(4-fluorophenyl)benzo[de]chromene